COC=1C=C(C=C(C1)OC)C(C(F)(F)F)=N 1-(3,5-Dimethoxyphenyl)-2,2,2-trifluoroethan-1-imine